(R)-6-fluoro-5-(1-(2-fluorophenyl)ethyl)-3-((naphthalen-2-ylmethyl)amino)-4H-benzo[e][1,2,4]thiadiazine 1,1-dioxide FC=1C=CC2=C(NC(=NS2(=O)=O)NCC2=CC3=CC=CC=C3C=C2)C1[C@H](C)C1=C(C=CC=C1)F